(E)-3-bromo-5-(phenyldiazenyl)pyridine-2,6-diamine BrC=1C(=NC(=C(C1)\N=N\C1=CC=CC=C1)N)N